C(C=C)(=O)OCCCCCCOC(C=C)=O 1,2-bis(acryloyloxyethyl)ethane